1-(4-methoxyphenyl)-dihydro-beta-carboline COC1=CC=C(C=C1)C1NC=CC=2C3=CC=CC=C3NC12